N-[(3R,4R)-1-[6-[[1-(7-aminoheptyl)-3-methoxy-pyrazol-4-yl]amino]-9-methyl-purin-2-yl]-4-fluoro-pyrrolidin-3-yl]prop-2-enamide NCCCCCCCN1N=C(C(=C1)NC1=C2N=CN(C2=NC(=N1)N1C[C@H]([C@@H](C1)F)NC(C=C)=O)C)OC